5-heptenal C(CCCC=CC)=O